ClC=1C=C(C(=NC1)N1C(C(N(C(C1)=O)CC1=CC=C(C=C1)C(F)F)C1CC(C1)OC)=O)F 1-(5-chloro-3-fluoropyridin-2-yl)-4-(4-(difluoromethyl)benzyl)-3-((1s,3s)-3-methoxycyclobutyl)piperazine-2,5-dione